2,4,6-trichloronicotinic acid methyl ester COC(C1=C(N=C(C=C1Cl)Cl)Cl)=O